(1S,2R,3S,6R,7S,9R)-9-fluoro-4-{1-[2-(trifluoromethyl)phenyl]pyrazole-4-carbonyl}-4-azatricyclo[5.2.1.0^{2,6}]decane-3-carboxylic acid F[C@@H]1C[C@H]2[C@H]3CN([C@@H]([C@H]3[C@@H]1C2)C(=O)O)C(=O)C=2C=NN(C2)C2=C(C=CC=C2)C(F)(F)F